C(C)OC(=O)C1(CCC(CC1)N1CC2(CN(C2)CCCCCCC(=O)NC2=CC(=CC=C2)SC2=NC=C(N=C2)N2CCC(CC2)(C)NOC(CC)C)CC1)CC ethyl-4-(2-(7-((3-((5-(4-((3-butoxy)amino)-4-methylpiperidin-1-yl)pyrazine-2-yl)thio)phenyl)amino)-7-oxoheptyl)-2,6-diazaspiro[3.4]octane-6-yl)cyclohexane-1-carboxylic acid ethyl ester